FC=1C=CC=C2CNC(C12)=O 7-fluoro-1-oxoisoindoline